2-(3,4-dimethoxyphenyl)-quinoline COC=1C=C(C=CC1OC)C1=NC2=CC=CC=C2C=C1